C(C)OC(=O)C=1OC2=C(C1C)C=C(C=C2)S(N(CCC2=CC=CC=C2)C2=C(C=CC=C2)N2CCN(CC2)C(C2=CC(=C(C=C2)C)C)=O)(=O)=O 5-(N-(2-(4-(3,4-Dimethylbenzoyl)piperazin-1-yl)phenyl)-N-phenethylsulfamoyl)3-methylbenzofuran-2-Carboxylic acid ethyl ester